CC1=CC=2N=C3C(=NC2C(=C1)C(C)=O)OC[C@H]1N3CCOC1 (S)-1-(10-methyl-1,2,4a,5-tetrahydro-4H-[1,4]oxazino[4',3':4,5][1,4]oxazino[2,3-b]quinoxalin-8-yl)ethan-1-one